9-(3-chlorobenzyl)-2-fluoro-N-methyl-9H-purin-6-amine ClC=1C=C(CN2C3=NC(=NC(=C3N=C2)NC)F)C=CC1